(1S,4S)-bicyclo[2.2.2]oct-2-ene-2-carboxylic acid ethyl ester C(C)OC(=O)C=1C2CCC(C1)CC2